COCCOCCN=C(N)[O-] carbamate N-(2-(2-methoxyethoxy)ethyl)imide